7-(diethylamino)-3-(2,2,2-trifluoroethan-1-on-1-yl)-2H-chromen C(C)N(C1=CC=C2C=C(COC2=C1)C(C(F)(F)F)=O)CC